N1(C=NC=C1)C1=NC(=CC(=N1)C(=O)NC1CCC(CC1)OCCOC)C(=O)N 2-(1H-imidazol-1-yl)-N-((1r,4r)-4-(2-methoxyethoxy)cyclohexyl)pyrimidine-4,6-dicarboxamide